4-(6-(3-chloro-4-(4-methylpiperazine-1-carbonyl)phenyl)imidazo[1,2-a]pyridin-3-yl)benzonitrile ClC=1C=C(C=CC1C(=O)N1CCN(CC1)C)C=1C=CC=2N(C1)C(=CN2)C2=CC=C(C#N)C=C2